BrC=1C=CC2=C(C(=N[C@@H](C=3N2C=NC3C(=O)O)C)C3=NC=CC=C3)C1 (R)-8-bromo-4-methyl-6-(pyridin-2-yl)-4H-benzo[f]imidazo[1,5-a][1,4]diazepine-3-carboxylic acid